7,9-difluoro-1,4,4-trimethyl-8-pyrazolo[1,5-a]pyrimidin-3-yl-5H-pyrrolo[1,2-a]quinoxaline FC=1C=C2NC(C=3N(C2=C(C1C=1C=NN2C1N=CC=C2)F)C(=CC3)C)(C)C